O=C(CCCC(=O)O)C.N[C@H](C(=O)OC(C)C)CCCC=[N+]=[N-] isopropyl (S)-2-amino-6-diazohexanoate (5-oxohexanoate)